2-undecanoylaminonaphtho[1,2-d]thiazole C(CCCCCCCCCC)(=O)NC=1SC2=C(N1)C1=CC=CC=C1C=C2